phenyl-2,4,6-trimethylbenzoyl-phosphonic acid lithium salt [Li+].C1(=CC=CC=C1)C=1C(=C(C(=O)P([O-])([O-])=O)C(=CC1C)C)C.[Li+]